C1(CC1)C1=NC=CC(=N1)NC=1C(N(C=C(C1)B1OC(C(O1)(C)C)(C)C)C)=O 3-(2-Cyclopropylpyrimidin-4-ylamino)-1-methyl-5-(4,4,5,5-tetramethyl-1,3,2-dioxaborolan-2-yl)pyridin-2(1H)-one